OC1=C(CC=2C=C(C=C(C2O)CC2=C(C=CC(=C2)C)O)C(C)(C)C2=CC=C(C=C2)C(CC2=CC(=C(C(=C2)CC2=C(C=CC(=C2)C)O)O)CC2=C(C=CC(=C2)C)O)C2=CC(=C(C(=C2)CC2=C(C=CC(=C2)C)O)O)CC2=C(C=CC(=C2)C)O)C=C(C=C1)C 4,4'-[1-{4-[1-(3,5-Bis(2-hydroxy-5-methylbenzyl)-4-hydroxyphenyl)-1-methylethyl]phenyl}ethylene]bis[2,6-bis(2-hydroxy-5-methylbenzyl)phenol]